1-(5-chloro-1H-indol-3-yl)-3-(4-(trifluoromethyl)phenyl)urea ClC=1C=C2C(=CNC2=CC1)NC(=O)NC1=CC=C(C=C1)C(F)(F)F